benzyl-(S)-5-bromo-6-(1-methoxyethyl)-3',6'-dihydro-[3,4'-bipyridine] C(C1=CC=CC=C1)C1=NC(=C(C=C1C=1CC=NCC1)Br)[C@H](C)OC